N(N)[SiH3] hydrazinosilane